(S)-2-((4-(6-((5-cyanothiophen-2-yl)methoxy)pyridin-2-yl)piperidin-1-yl)methyl)-1-(oxetan-2-ylmethyl)-1H-benzo[d]imidazole-6-carboxylic acid C(#N)C1=CC=C(S1)COC1=CC=CC(=N1)C1CCN(CC1)CC1=NC2=C(N1C[C@H]1OCC1)C=C(C=C2)C(=O)O